p-dimethylvinylsilyl-benzeneacetonitrile CC(=C[SiH2]C1=CC=C(C=C1)CC#N)C